C1(CCCCC1)C1C2C=CC(C1)C2 5-cyclohexyl-bicyclo[2.2.1]Hept-2-ene